C(C1=CC=CC=C1)OC1(CCCOCC(NC2=C(C=C(C(C(NNC1=O)=O)=N2)[N+](=O)[O-])C(F)(F)F)(C)C)C(F)(F)F 9-Benzyloxy-3,3-dimethyl-15-nitro-9,17-bis(trifluoromethyl)-5-oxa-2,11,12,18-tetrazabicyclo[12.3.1]octadeca-1(17),14(18),15-triene-10,13-dione